FC=1C=C2C(=CNC2=CC1F)NC1=NC2=C(N1N(C(OCCCC)=O)C)C=CC(=C2)C(F)(F)F butyl {2-[(5,6-difluoro-1H-indol-3-yl)amino]-5-(trifluoromethyl)-1H-benzo[d]imidazol-1-yl}(methyl)carbamate